(5S)-2-(7-fluoroquinoline-3-carbonyl)-9,9-dimethyl-8-oxo-2-azaspiro[4.5]dec-6-ene-7-carbonitrile FC1=CC=C2C=C(C=NC2=C1)C(=O)N1C[C@@]2(CC1)C=C(C(C(C2)(C)C)=O)C#N